N1=C2C(=CC=C1)CC=C2 5H-cyclopenta[b]pyridine